COC(CN1CCN(CC1)CC1CCN(CC1)C(=O)OCC1=CC=CC=C1)=O benzyl 4-[[4-(2-methoxy-2-oxo-ethyl)piperazin-1-yl]methyl]piperidine-1-carboxylate